FC=1C=C(C=CC1)C=1N=NN(C1)[C@@H]1[C@H]([C@@H](O[C@@H]([C@@H]1O)CO)N(C(=O)C1=C(C2=CC=CC=C2C=C1)O)C)O N-((2R,3R,4S,5R,6R)-4-(4-(3-fluorophenyl)-1H-1,2,3-triazol-1-yl)-3,5-dihydroxy-6-(hydroxymethyl)tetrahydro-2H-pyran-2-yl)-1-hydroxy-N-methyl-2-naphthamide